BrC1=CC(=CC=2C(N3CCC4=NNC=C4C3=NC12)=O)C 7-bromo-5-methyl-1,9,13,14-tetrazatetracyclo[8.7.0.03,8.011,15]heptadeca-3(8),4,6,9,11,14-hexaen-2-one